1,4-diethylpiperidinium fluoride [F-].C(C)[NH+]1CCC(CC1)CC